C(C)C(C(=O)[O-])=C.[Zr+4].C(C)C(C(=O)[O-])=C.C(C)C(C(=O)[O-])=C.C(C)C(C(=O)[O-])=C zirconium (IV) 2-ethylacrylate